1,2,2,2-tetrafluoroethyl difluoromethyl ether FC(F)OC(C(F)(F)F)F